N-(7-Cyclopentylpyrazolo[1,5-a]pyrimidin-6-yl)-N'-(6-ethynyl-5-methylpyridin-3-yl)urea C1(CCCC1)C1=C(C=NC=2N1N=CC2)NC(=O)NC=2C=NC(=C(C2)C)C#C